3-(3-methoxy-3-methylazetidin-1-yl)-2-nitroaniline COC1(CN(C1)C=1C(=C(N)C=CC1)[N+](=O)[O-])C